COC(=O)C1OCC(C1)NC(=O)C1(CC(=NO1)C1=CC(=CC=C1)F)C=C 4-[[3-(3-fluorophenyl)-5-vinyl-4H-isoxazole-5-carbonyl]amino]tetrahydrofuran-2-carboxylic acid methyl ester